NC1=CC=C(C=C1)C1=CC=C(C=C1)C(=O)O 4'-amino-[1,1'-biphenyl]-4-carboxylic acid